CN1CCN(CC1)C[SiH](C1=C(C=C)C=CC=C1)COCC 2-[(4-methylpiperazine-1-yl)methylethoxymethylsilyl]styrene